OC=1C=C(C=C(C1O)O)CCN 3,4,5-trihydroxyphenylethylamine